O1C[C@@H](CC1)OC1=CC(=NC2=CC=CC=C12)C(=O)O 4-(((R)-tetrahydrofuran-3-yl)oxy)quinoline-2-carboxylic acid